3-Methacryloyloxypropyl-trimethoxysilane C(C(=C)C)(=O)OCCC[Si](OC)(OC)OC